C(=C)(C)C1=CC=C(C=C1)C(=C)C 1,4-diisopropenylbenzene